C1(CC1)C=1N=NN(C1)[C@@H](C(=O)N1[C@H](C[C@@H](C1)O)C(=O)NCC(CN1C(=NC=C1)C)C)C(C)(C)C (2R,4S)-1-[(2R)-2-(4-cyclopropyltriazol-1-yl)-3,3-dimethyl-butanoyl]-4-hydroxy-N-[2-methyl-3-(2-methylimidazol-1-yl)propyl]pyrrolidine-2-carboxamide